2-{1-[2,6-difluoro-4-(6-cyclopentyloxy-pyrazin-2-yl)phenyl]pyrrolidin-3-yl}acetic acid FC1=C(C(=CC(=C1)C1=NC(=CN=C1)OC1CCCC1)F)N1CC(CC1)CC(=O)O